CN1CCC(CC1)C1=NC2=CC=C(C=C2C(N1)=O)C=1C=C(C=2N(C1)C=C(N2)C)C(F)(F)F 2-(1-methylpiperidin-4-yl)-6-[2-methyl-8-(trifluoromethyl)imidazo[1,2-a]pyridin-6-yl]quinazolin-4(3H)-one